C(C)N(C(=O)C1CNCCC1)C piperidine-3-carboxylic acid ethyl-methyl-amide